C(#N)C1=C(C=CC(=C1)C#N)CCC 2,4-dicyanophenyl-propane